FC(C(=O)O)(F)F.FC=1C(=CC(=NC1)C=C)N 5-fluoro-2-vinylpyridin-4-amine (trifluoroacetate)